COC([C@H](CC(=O)OC)NC(C1=CC=CC=C1)(C1=CC=CC=C1)C1=CC=CC=C1)=O (2S)-2-(tritylamino)succinic acid dimethyl ester